2-(3,3-dimethyl-2,3-dihydro-1H-inden-1-yl)acetic acid CC1(CC(C2=CC=CC=C12)CC(=O)O)C